C[C@]1(NCCC1)C[O-] (R)-(2-methylpyrrolidin-2-yl)methanolate